C1(CC1)C1=C2C(=NC(=C1)NC1=CC=C(C3=C1OCO3)C(=O)N3CCC(CC3)N3CCOCC3)NC=C2C(F)(F)F (7-((4-cyclopropyl-3-(trifluoromethyl)-1H-pyrrolo[2,3-b]pyridin-6-yl)amino)benzo[d][1,3]dioxol-4-yl)(4-morpholinopiperidin-1-yl)methanone